methylaminopropyl-tris(trimethylsiloxy)silane CNCCC[Si](O[Si](C)(C)C)(O[Si](C)(C)C)O[Si](C)(C)C